Methyl 4-(difluoromethyl)-3-formylbenzoate FC(C1=C(C=C(C(=O)OC)C=C1)C=O)F